C(C1CO1)OCCCC(C)O[Si](OCC)(OCC)C γ-glycidoxypropylmethyltriethoxysilane